ClC1=C(C(=C(C=C1OC)OC)Cl)C1=CC2=C(N=C(N=C2)SC)C(=N1)NC1CN(C1)C 6-(2,6-dichloro-3,5-dimethoxyphenyl)-N-(1-methylazetidin-3-yl)-2-(methylthio)pyrido[3,4-d]pyrimidine-8-amine